(2S,4R)-tert-butyl 5-(3-((S)-34-amino-28,35-dioxo-2,5,8,11,14,17,20,23,26-nonaoxa-29,36-diazatetracontanamido)-4-hydroxyphenyl)-4-((tert-butoxycarbonyl) amino)-2-methylpentanoate N[C@@H](CCCCNC(COCCOCCOCCOCCOCCOCCOCCOCCOC(=O)NC=1C=C(C=CC1O)C[C@@H](C[C@@H](C(=O)OC(C)(C)C)C)NC(=O)OC(C)(C)C)=O)C(NCCCC)=O